Triethylammonium tetraphenyl-borate salt C1(=CC=CC=C1)[B-](C1=CC=CC=C1)(C1=CC=CC=C1)C1=CC=CC=C1.C(C)[NH+](CC)CC